trans-N-(3-(2-Cyclopropylthiazol-5-yl)phenyl)-4-(2-hydroxypropanamido)-N-((trans-4-(4-methoxy-3-methylphenyl)cyclohexyl)methyl)cyclohexanecarboxamide C1(CC1)C=1SC(=CN1)C=1C=C(C=CC1)N(C(=O)[C@@H]1CC[C@H](CC1)NC(C(C)O)=O)C[C@@H]1CC[C@H](CC1)C1=CC(=C(C=C1)OC)C